9-(p-tolyl)-9-oxo-9-phosphafluorene C1(=CC=C(C=C1)P1(C2=CC=CC=C2C=2C=CC=CC12)=O)C